5-amino-6-(2-chloro-5-fluorophenyl)-6,7-dihydro-8H-[1,3]dioxolo[4,5-e]isoindol-8-one NC=1C=C2C(=C3C(NC(C13)C1=C(C=CC(=C1)F)Cl)=O)OCO2